ClC1=C(C(=C(C=C1OC)OC)Cl)C1CCC=2C(=NNC2C1)C1(CC1)CN (1-(6-(2,6-dichloro-3,5-dimethoxyphenyl)-4,5,6,7-tetrahydro-1H-indazol-3-yl)cyclopropyl)methylamine